C(CCCCCCC\C=C/CCCCCCCC)C1(OC[C@@H](O1)C(CC)N(C)C)CCCCCCCC\C=C/CCCCCCCC ((S)-2,2-di((Z)-octadec-9-en-1-yl)-1,3-dioxolan-4-yl)-N,N-dimethylpropane-1-amine